FC=1C=CC=C2C3(COC(C12)C)CC(CCC3)=O 8'-fluoro-1'-methyl-spiro[cyclohexane-1,4'-isochroman]-3-one